4-((S)-4-acryloyl-2-methylpiperazin-1-yl)-6-chloro-7-(4,6-difluorobenzofuran-7-yl)-1-(2-isopropyl-4-methylpyridin-3-yl)pyrido[2,3-d]pyrimidin-2(1H)-one C(C=C)(=O)N1C[C@@H](N(CC1)C=1C2=C(N(C(N1)=O)C=1C(=NC=CC1C)C(C)C)N=C(C(=C2)Cl)C2=C(C=C(C=1C=COC12)F)F)C